N-[(6-Amino-2-pyridyl)sulfonyl]-6-(3-fluoro-5-isobutoxyphenyl)-2-phenethyloxypyridin-3-carboxamid NC1=CC=CC(=N1)S(=O)(=O)NC(=O)C=1C(=NC(=CC1)C1=CC(=CC(=C1)OCC(C)C)F)OCCC1=CC=CC=C1